(R)-N-(1-(3-fluoroazetidin-3-yl)ethyl)-5-(4-(trifluoromethyl)phenoxy)-2-naphthamide FC1(CNC1)[C@@H](C)NC(=O)C1=CC2=CC=CC(=C2C=C1)OC1=CC=C(C=C1)C(F)(F)F